6-fluoro-2-methyl-5-((2-(trifluoromethyl)pyridin-3-yl)methoxy)benzofuran-3-carboxylic acid FC1=CC2=C(C(=C(O2)C)C(=O)O)C=C1OCC=1C(=NC=CC1)C(F)(F)F